ClS(=O)(=O)N1C(=C(C=C1)C(=O)[O-])C([2H])([2H])[2H] chlorosulfonyl-2-trideuteromethyl-1H-pyrrole-3-carboxylate